N-(1-((4-amino-2,2-dioxo-1H-benzo[c][1,2,6]thiadiazin-5-yl)oxy)-2-methylpropan-2-yl)isonicotinamide NC=1C2=C(NS(N1)(=O)=O)C=CC=C2OCC(C)(C)NC(C2=CC=NC=C2)=O